trilysine acetate salt C(C)(=O)O.N[C@@H](CCCCN)C(=O)O.N[C@@H](CCCCN)C(=O)O.N[C@@H](CCCCN)C(=O)O